tri(tetramethyl-heptanedione) yttrium [Y].CC(C(C(C(C)(C)C)=O)=O)CCC.CC(C(C(C(C)(C)C)=O)=O)CCC.CC(C(C(C(C)(C)C)=O)=O)CCC